O[C@]1([C@@H](CCC1)N1C(C(=CC2=C1N=C(N=C2)NC2(CCN(CC2)S(=O)(=O)C)[2H])C([2H])([2H])[2H])=O)C([2H])([2H])[2H] (-)-8-((1R,2R)-2-hydroxy-2-(methyl-d3)cyclopentyl)-6-(methyl-d3)-2-((1-(methylsulfonyl)piperidin-4-yl-4-d)-amino)pyrido[2,3-d]pyrimidin-7(8H)-one